(3R,4R)-4-methyl-3-(methyl-(7H-pyrrolo[2,3-d]pyrimidin-4-yl)aminopiperidin-1-yl)-3-oxopropanenitrile C[C@H]1CC(N(CC1)C(CC#N)=O)(NC=1C2=C(N=CN1)NC=C2)C